FC1=C(C(=C2C(=CNC2=C1)CC(=O)O)C)OC1=CC(=C(C=C1)F)C=1NC(=CN1)C(C)(C1=CC=CC=C1)O 2-(6-Fluoro-5-(4-fluoro-3-(5-(1-hydroxy-1-phenylethyl)-1H-imidazol-2-yl)phenoxy)-4-methyl-1H-indol-3-yl)acetic acid